1,2,3,4-tetrahydroisoquinoline-4,6,7-Triol C1NCC(C2=CC(=C(C=C12)O)O)O